1,4-bis(2-hydroxyethoxy)naphthalene tert-butyl-(2-((1S,2S)-2-(3-chlorophenyl)cyclopropyl)-4-methoxyquinolin-7-yl)((6-cyclopropylimidazo[1,2-a]pyridin-2-yl)methyl)carbamate C(C)(C)(C)OC(N(CC=1N=C2N(C=C(C=C2)C2CC2)C1)C1=CC=C2C(=CC(=NC2=C1)[C@@H]1[C@H](C1)C1=CC(=CC=C1)Cl)OC)=O.OCCOC1=CC=C(C2=CC=CC=C12)OCCO